1,5-dioxaspiro[5.7]tridecane-2,4-dione O1C(CC(OC12CCCCCCC2)=O)=O